C(C)(C)[C@H]1CC[C@H](CC1)OC[C@@H]1N(CCC[C@@H]1C1=NNC=C1)C(CCC#C)=O 1-((CIS)-2-((((CIS)-4-isopropylcyclohexyl)oxy)methyl)-3-(1H-pyrazol-3-yl)piperidin-1-yl)pent-4-yn-1-one